FC(C(=O)O)(F)F.C1(CC1)C1=C(C(=NO1)C1=C(C=CC=C1Cl)Cl)CO[C@@]12N(C([C@H](CC1)C2)=O)C=2C=CC(=NC2)C(=O)O (1S,4R,5R)-5-((5-cyclopropyl-3-(2,6-dichlorophenyl)isoxazol-4-yl)methoxy-3-oxo-2-azabicyclo[2.2.1]heptan-2-yl)picolinic acid trifluoroacetic acid salt